1,2,3,3-tetramethyl-3H-indole-1-ium iodide [I-].C[N+]1=C(C(C2=CC=CC=C12)(C)C)C